FC1=C(C=CC(=C1)C=1C=NNC1)C1=NN=C(S1)N(C1CC(NC(C1)(C)C)(C)C)C 5-(2-fluoro-4-(1H-pyrazol-4-yl)phenyl)-N-methyl-N-(2,2,6,6-tetramethylpiperidin-4-yl)-1,3,4-thiadiazol-2-amine